Methyl (5S,8S,10aR)-5-((tert-butoxycarbonyl) amino)-6-oxo-decahydro-pyrrolo[1,2-a][1,5]diazocine-8-carboxylate C(C)(C)(C)OC(=O)N[C@H]1CNCC[C@@H]2N(C1=O)[C@@H](CC2)C(=O)OC